ClC1=C(C=CC=C1)NC(=O)NC1=CC=C2CCCS(C2=C1O)(=O)=O 1-(2-chlorophenyl)-3-(8-hydroxy-1,1-dioxothiochroman-7-yl)urea